1-(5-(5-chloro-2-methoxypyridin-4-yl)-1H-pyrazole-3-carbonyl)-N-((1-hydroxycyclohexyl)methyl)piperidine-4-carboxamide ClC=1C(=CC(=NC1)OC)C1=CC(=NN1)C(=O)N1CCC(CC1)C(=O)NCC1(CCCCC1)O